N-(1-(3,5-difluorophenyl)ethyl)-3-(2-(pyridin-3-yl)vinyl)-1H-indazol-5-amine FC=1C=C(C=C(C1)F)C(C)NC=1C=C2C(=NNC2=CC1)C=CC=1C=NC=CC1